C(C)C=1C=C(C(=O)NC=2C=CC3=C(C(=CS3)C3=CCN4CCCCC4CC3)C2)C=CC1 5-(3-ethylbenzoyl)amino-3-(1-azabicyclo[5.4.0]undec-3-en-4-yl)-benzothiophene